(4S)-2-(2,3-dihydrobenzo[b][1,4]dioxin-2-yl)-4,5-dihydro-1H-imidazole-4-d O1C2=C(OCC1C=1NC[C@@H](N1)[2H])C=CC=C2